C(C)(C)(C)C1=NN2C(N(C3=C(N=NC(=C3)N3CCC(CC3)O)C2=N1)CC1=CC=C(C=C1)Cl)=O 9-tert-Butyl-5-[(4-chlorophenyl)methyl]-3-(4-hydroxypiperidin-1-yl)[1,2,4]triazolo[1',5':1,6]pyrimido[5,4-c]pyridazin-6(5H)-one